C(CC#C)N1CCN(CC1)C(=O)N1C(=N[C@H]([C@H]1C1=CC=C(C=C1)Cl)C1=CC=C(C=C1)Cl)C1=C(C=C(C=C1)C(C)(C)C)OCC (4-(but-3-yn-1-yl)piperazin-1-yl)((4S,5R)-2-(4-(tert-butyl)-2-ethoxyphenyl)-4,5-bis(4-chlorophenyl)-4,5-dihydro-1H-imidazol-1-yl)methanone